1-(4-(4-aminophenyl)piperazin-1-yl)prop-2-en-1-one NC1=CC=C(C=C1)N1CCN(CC1)C(C=C)=O